(1R,3S)-3-(3-{[(4-methyl-1,3-oxazol-2-yl)acetyl]amino}-1H-pyrazol-5-yl)cyclopentyl[(2R)-4,4,4-trifluorobutan-2-yl]carbamate CC=1N=C(OC1)CC(=O)NC1=NNC(=C1)[C@@H]1C[C@@H](CC1)N(C([O-])=O)[C@H](C)CC(F)(F)F